S1N=NC=N1 1,2,3,5-thiatriazole